1-(1-ethylpyrrolidin-3-yl)-N-(4-fluorobenzyl)methylamine C(C)N1CC(CC1)CNCC1=CC=C(C=C1)F